1-[4-(2,3-dimethylphenyl)piperazin-1-yl]-2-{3-[(3R,4S)-3-fluoro-4-hydroxypiperidine-1-carbonyl]-5,6-dihydrocyclopenta[c]pyrazol-1(4H)-yl}ethan-1-one CC1=C(C=CC=C1C)N1CCN(CC1)C(CN1N=C(C2=C1CCC2)C(=O)N2C[C@H]([C@H](CC2)O)F)=O